C[C@@H]1N(CC1)C=1N=C(C2=C(N1)CCC2)C2=CC1=C(N=C(O1)N)C=C2 (S)-6-(2-(2-methylazetidin-1-yl)-6,7-dihydro-5H-cyclopenta[d]pyrimidin-4-yl)benzo[d]oxazol-2-amine